FC1=C(C=CC=C1)C1=CC(=CN1S(=O)(=O)C=1C=NC=CC1)C#N 5-(2-fluorophenyl)-1-(pyridine-3-sulfonyl)-1H-pyrrole-3-carbonitrile